2-hydroxysulfophenylacetic acid OC(C(=O)O)(C1=CC=CC=C1)S(=O)(=O)O